3-bromo-7-chloro-2-methoxythieno[3,2-b]pyridine BrC1=C(SC=2C1=NC=CC2Cl)OC